O1CC(CC1)OC(NCC1=C(C=CC(=C1)F)COC1=C(C(N(C(=C1)C)C1=C(C=CC=C1F)F)=O)Cl)=O 2-((3-chloro-1-(2,6-difluorophenyl)-1,2-dihydro-6-methyl-2-oxopyridin-4-yloxy)methyl)-5-fluorobenzyl-carbamic acid tetrahydrofuran-3-yl ester